3-iodo-5-methoxy-1-tetrahydropyran-2-yl-pyrazolo[4,3-b]pyridine IC1=NN(C=2C1=NC(=CC2)OC)C2OCCCC2